C(C)OC1=C(C2=CC=CC=C2C=C1)CC1=C(C=CC2=CC=CC=C12)OCCN1CCCC1 1-(2-((1-((2-ethoxynaphthalen-1-yl)methyl)naphthalen-2-yl)oxy)ethyl)pyrrolidine